2,5-dimethyl-1,4-dichlorobenzene CC1=C(C=C(C(=C1)Cl)C)Cl